trans-3-hexene-1,6-dicarboxylic acid anhydride C1C\C=C\CCC(=O)OC1=O